(P)-1-(5-chloro-2-methoxy-4-((1R,2R)-2-(trifluoromethyl)cyclopropyl)phenyl)-N-(isoxazol-3-yl)-2-oxo-1,2-dihydroquinoline-6-sulfonamide ClC=1C(=CC(=C(C1)N1C(C=CC2=CC(=CC=C12)S(=O)(=O)NC1=NOC=C1)=O)OC)[C@H]1[C@@H](C1)C(F)(F)F